(2S,3S,5R)-4-[[5-(1,1-difluoroethyl)-3-(3,4-difluoro-2-methoxy-phenyl)-5-methyltetrahydrofuran-2-carbonyl]amino]pyridine-2-carboxamide FC(C)(F)[C@]1(C[C@H]([C@H](O1)C(=O)NC1=CC(=NC=C1)C(=O)N)C1=C(C(=C(C=C1)F)F)OC)C